ClC1=C(C=CC=C1)C1=NOC(=C1COC1C[C@H]2CC[C@@H](C1)N2C=2SC1=C(N2)C(=CC(=C1)C(=O)O)C#C)C1CC1 2-((1R,3R,5S)-3-((3-(2-chlorophenyl)-5-cyclopropylisoxazol-4-yl)methoxy)-8-azabicyclo[3.2.1]oct-8-yl)-4-ethynylbenzo[d]thiazole-6-carboxylic acid